C(C)OC(=O)C1C2C=CC(C1N1C=C(C3=C1N=C(N=C3)C3=NNC1=NC=C(C=C13)Cl)F)CC2 3-(2-(5-chloro-1H-pyrazolo[3,4-b]pyridin-3-yl)-5-fluoro-7H-pyrrolo[2,3-d]pyrimidin-7-yl)bicyclo[2.2.2]oct-5-ene-2-carboxylic acid ethyl ester